(R)-3-((S)-5-methyl-3-(nitromethyl)hexanoyl)-4-(2,6-dimethylphenyl)oxazolidine-2-one tert-butyl-4-(5-methoxy-2-methyl-3,5-dioxopentyl)piperidine-1-carboxylate C(C)(C)(C)OC(=O)N1CCC(CC1)CC(C(CC(=O)OC)=O)C.CC(C[C@@H](CC(=O)N1C(OC[C@H]1C1=C(C=CC=C1C)C)=O)C[N+](=O)[O-])C